C(CCCCCCC=C)OC(C(=O)O)COCCCCCCCC=C 2,3-bis(non-8-enoxy)propionic acid